N-[4-methoxy-6-(pyrazol-1-ylmethyl)-1,2-benzooxazol-3-yl]-3-piperazin-1-yl-benzenesulfonamide COC1=CC(=CC2=C1C(=NO2)NS(=O)(=O)C2=CC(=CC=C2)N2CCNCC2)CN2N=CC=C2